[Si](C)(C)(C(C)(C)C)OC1CC(CC1)C=1SC(=C(N1)C(F)(F)F)C1=NC(=NC=C1F)Cl 2-(3-((tert-butyldimethylsilyl)oxy)cyclopentyl)-5-(2-chloro-5-fluoropyrimidin-4-yl)-4-(trifluoromethyl)thiazole